C1(CC1)C1=CC(=NC=C1)CNC(=O)C=1N=NN(C1)CCCCN1N=NC(=C1)C(=O)NCC=1C=NC=C(C1)C(F)(F)F 1-[4-(4-{[(4-cyclopropylpyridin-2-yl)methyl]carbamoyl}-1H-1,2,3-triazol-1-yl)butyl]-N-{[5-(trifluoromethyl)pyridin-3-yl]methyl}-1H-1,2,3-triazole-4-carboxamide